3-benzopyridine C1=NC=CC2=C1C=CC=C2